(5-(3-chlorobenzyl)pyridin-2-yl)-6-(hydroxymethyl)nicotinamide ClC=1C=C(CC=2C=CC(=NC2)C2=C(C(=O)N)C=CC(=N2)CO)C=CC1